[[3,3-Difluoro-3-(4-fluorophenyl)-propyl]sulfanyl]-N-[(4-fluorophenyl)-methyl]-thiazole-5-carboxylic acid amide FC(CCSC=1SC(=CN1)C(=O)NCC1=CC=C(C=C1)F)(C1=CC=C(C=C1)F)F